The molecule is an anthocyanin cation that is malvidin substituted at position 3 by a 6-O-(E-caffeoyl)-beta-D-glucosyl residue. It is a beta-D-glucoside, an anthocyanin cation, an aromatic ether, a cinnamate ester, a monosaccharide derivative and a polyphenol. It derives from a malvidin and a trans-caffeic acid. COC1=CC(=CC(=C1O)OC)C2=[O+]C3=CC(=CC(=C3C=C2O[C@H]4[C@@H]([C@H]([C@@H]([C@H](O4)COC(=O)/C=C/C5=CC(=C(C=C5)O)O)O)O)O)O)O